CC=1C(=CN2C=NC(=CC21)NC(OC(C)(C)C)=O)C2=CC=NC=C2 tert-butyl (5-methyl-6-(pyridin-4-yl)pyrrolo[1,2-c]pyrimidin-3-yl)carbamate